[Na+].C1(CCCCC1)CCCC1C(C1)C(=O)[O-] 2-(3-cyclohexylpropyl)cyclopropanecarboxylic acid sodium salt